3-(1-oxo-5-(1-((4-oxo-3-(pyridazin-3-yl)-3,4-dihydroquinazolin-6-yl)methyl)piperidin-4-yl)isoindolin-2-yl)piperidine-2,6-dione O=C1N(CC2=CC(=CC=C12)C1CCN(CC1)CC=1C=C2C(N(C=NC2=CC1)C=1N=NC=CC1)=O)C1C(NC(CC1)=O)=O